N-(3-(1-(2-Bromo-5-methylphenoxy)cyclopropyl)propyl)-4,4-difluorocyclohexan-1-amine BrC1=C(OC2(CC2)CCCNC2CCC(CC2)(F)F)C=C(C=C1)C